((R)-2-(2-Fluorophenyl)piperidin-1-yl)-N-((R,E)-4-(methylsulfonyl)but-3-en-2-yl)pyrazine-2-carboxamide FC1=C(C=CC=C1)[C@@H]1N(CCCC1)C=1C(=NC=CN1)C(=O)N[C@H](C)\C=C\S(=O)(=O)C